CC1=CC=C(C=C1)S(=O)(=O)O.C1(=CC=CC=C1)C(=O)C(O)C1=CC=CC=C1 benzoin p-methylbenzenesulfonate